(3-formyl-1H-indol-1-yl)dodecanoic acid methyl ester COC(C(CCCCCCCCCC)N1C=C(C2=CC=CC=C12)C=O)=O